C(C)(=O)OCCC=CCCCC=CCC=CCC 3,8,11-tetradeca-trienyl acetate